FC=1C=NC2=CC=C(C=C2C1)CN (3-fluoroquinolin-6-yl)methanamine